COC(C1=CC=C(C=C1)OC[C@H]1NC[C@H](C1)F)=O.FC1=C(C=CC=C1F)S(=O)(=O)NC=1N=CSC1 2,3-difluoro-N-(thiazol-4-yl)benzenesulfonamide methyl-4-(((2S,4S)-4-fluoropyrrolidin-2-yl)methoxy)benzoate